ClC1=CC(=C(COC2=NC=CC(=N2)C2C[C@@H](N(CC2)CC2=NC3=C(N2C[C@H]2OCC2)C=C(C=C3)C(=O)O)C)C=C1)F 2-{[(2S)-4-{2-[(4-chloro-2-fluorobenzyl)oxy]pyrimidin-4-yl}-2-methylpiperidine-1-Yl]methyl}-1-[(2S)-oxetan-2-ylmethyl]-1H-benzimidazole-6-carboxylic acid